tert-butyl 1-fluoro-3,8-diazabicyclo[3.2.1]octane-8-carboxylate FC12CNCC(CC1)N2C(=O)OC(C)(C)C